(2-phenyl-2-(2,4,6-trimethoxyphenyl)ethyl)(p-tolyl)selenane C1(=CC=CC=C1)C(CC1([Se]CCCC1)C1=CC=C(C=C1)C)C1=C(C=C(C=C1OC)OC)OC